1-[4-(5-Chloropyrimidin-2-yl)piperazin-1-yl]prop-2-en-1-one ClC=1C=NC(=NC1)N1CCN(CC1)C(C=C)=O